C(C)(C)(C)OC(=O)N(CCNC=1N(N=C2C=CC=C(C12)B(O)O)C)C [3-[2-[tert-butoxycarbonyl(methyl)amino]ethylamino]-2-methyl-indazol-4-yl]boronic acid